(1R,4R)-N1-(4-(5-(cyclopropyl-methyl)-1-(tetrahydro-2H-pyran-4-yl)-1H-pyrazol-4-yl)pyrimidin-2-yl)cyclohexane-1,4-diamine C1(CC1)CC1=C(C=NN1C1CCOCC1)C1=NC(=NC=C1)NC1CCC(CC1)N